(2R)-2-amino-3-(2-fluoro-3-(1,3,5-trimethyl-1H-pyrazol-4-yl)benzamido)propanoic acid N[C@@H](C(=O)O)CNC(C1=C(C(=CC=C1)C=1C(=NN(C1C)C)C)F)=O